C(C)C1=CC=C(C=N1)C=1N=C2N(N=C(C=C2)OC([2H])([2H])[2H])C1C(=O)N[C@@H]1C(NC2=C(C(=N1)C1=CC=CC=C1)C=CC=C2F)=O (6-Ethylpyridin-3-yl)-N-[(3S)-9-fluoro-2-oxo-5-phenyl-2,3-dihydro-1H-1,4-benzodiazepine-3-Yl]-6-(2H3)methoxyimidazo[1,2-b]pyridazine-3-carboxamide